C(C)(=O)N1CC2=CC=CC=C2CC1 2-acetyl-1,2,3,4-tetrahydroisoquinolin